CN1N=C(C(=C1)B(O)O)C 1,3-dimethylpyrazol-4-ylboronic acid